acryloxytridecylmethyldiethoxysilane C(C=C)(=O)OCCCCCCCCCCCCC[Si](OCC)(OCC)C